CC1(CC1)OC1=CC2=C(NN=C2C=C1)C1=CC(=NC=N1)N1CCC(CC1)C=O 1-[6-[5-(1-methyl-cyclopropoxy)-2H-indazol-3-yl]pyrimidin-4-yl]piperidine-4-carbaldehyde